(S)-N-(2,6-dioxopiperidin-3-yl)-3-fluoro-4-(piperidin-1-yl)benzamide hydrochloride Cl.O=C1NC(CC[C@@H]1NC(C1=CC(=C(C=C1)N1CCCCC1)F)=O)=O